ClC1=CC(=C(CCC(=O)O)C=C1C)C.ClC1=CC=C(C=C1)S(=O)(=O)NC1=C(C(=O)NC=2SC=C(N2)C2=CC=CC=C2)C=CC(=C1)C(F)(F)F (4-Chlorobenzenesulfonamido)-N-(4-phenyl-1,3-thiazol-2-yl)-4-(trifluoromethyl)benzamide 4-chloro-2,5-dimethylbenzyl-acetate